C(C)(C)N1N=C(C=C1)C1=C(C2=C(N=C(N=C2NCCC=2N=CN(C2)C)C=2N(C=CN2)C)S1)C 6-(1-Isopropyl-1H-pyrazol-3-yl)-5-methyl-2-(1-methyl-1H-imidazol-2-yl)-N-(2-(1-methyl-1H-imidazol-4-yl)ethyl)thieno[2,3-d]pyrimidin-4-amine